1-(4-(2,2,2-trifluoro-1-hydroxyethyl)pyridin-2-yl)ethanone FC(C(O)C1=CC(=NC=C1)C(C)=O)(F)F